N[C@H](CN(C(N(C1=CC=CC=C1)C)=O)C1=CC=C(C=C1)C1=CC=C(C=C1)CCC)[C@H](CC)C 3-[(2S,3S)-2-amino-3-methylpentyl]-1-methyl-1-phenyl-3-{4'-propyl-[1,1'-biphenyl]-4-yl}urea